C1(CC1)CC(OCNC(CNC(OCC1C2=CC=CC=C2C=2C=CC=CC12)=O)=O)C(=O)[O-] 10-(cyclopropylmethyl)-1-(9H-fluoren-9-yl)-3,6-dioxo-2,9-dioxa-4,7-diazaundecan-11-oate